(S)-40-(((3-(5-Iodo-2-methoxyphenyl)-2,6-dioxotetrahydropyrimidin-1(2H)-yl)methyl)carbamoyl)-38-oxo-2,5,8,11,14,17,20,23,26,29,32,35-dodecaoxa-39-azadotetracontane-42-oic acid IC=1C=CC(=C(C1)N1C(N(C(CC1)=O)CNC(=O)[C@@H](NC(CCOCCOCCOCCOCCOCCOCCOCCOCCOCCOCCOCCOC)=O)CC(=O)O)=O)OC